2-iodo-1-methyl-3-nitro-5-(trifluoromethoxy)benzene-4-d IC1=C(C=C(C(=C1[N+](=O)[O-])[2H])OC(F)(F)F)C